CC1(C(C(C=2C(CCCC12)=O)(C)C)C)C 6,7-Dihydro-1,1,2,3,3-pentamethyl-4(5H)indanone